N1(CCCCC1)CC1=CC=C(O1)C(C(C)NNC(NCC)=S)NNC(NCC)=S 2,2'-(1-(5-(piperidin-1-ylmethyl)furan-2-yl)propane-1,2-diyl)bis(N-ethylhydrazine-1-thiocarboxamide)